(S)-3-METHYL-N-(1-OXO-3-PHENYLPROPAN-2-YL)-1-(PYRIMIDIN-4-YL)-1H-PYRAZOLE-5-CARBOXAMIDE CC1=NN(C(=C1)C(=O)N[C@H](C=O)CC1=CC=CC=C1)C1=NC=NC=C1